C(C)SC1=NC2=NC=CC=C2C(=C1C(=O)NCC1=CC=C(C=C1)F)C 2-Ethylsulfanyl-N-[(4-fluorophenyl)-methyl]-4-methyl-[1,8]naphthyridine-3-carboxylic acid amide